2-((2-((4-fluorophenyl)thio) quinolin-6-yl)carbamoyl)-4-methoxypyridin-3-yl acetate C(C)(=O)OC=1C(=NC=CC1OC)C(NC=1C=C2C=CC(=NC2=CC1)SC1=CC=C(C=C1)F)=O